2-methyl-1-propenyldimethylethoxysilane CCC(O[SiH](C)C)C=CC